methyl (S)-3-((S)-azepan-4-yl)-2-((S)-1-(4-chloro-1H-pyrazol-1-yl)propan-2-yl)-7-methyl-3,7,8,9-tetrahydro-6H-imidazo[4,5-f]quinoline-6-carboxylate N1CC[C@H](CCC1)N1C(=NC2=C3CC[C@@H](N(C3=CC=C21)C(=O)OC)C)[C@H](CN2N=CC(=C2)Cl)C